C1=C(C=CC=2C3=CC=CC=C3NC12)C(C(=O)NCC1=C(C=CC(=C1)Cl)F)CC(=O)NCCN(C)C 2-(9H-carbazol-2-yl)-N1-(5-chloro-2-fluorobenzyl)-N4-(2-(dimethylamino)ethyl)succinamide